N1=C(C=CC(=C1)B(O)O)C=1C=NC=CC1 2,3'-bipyridine-5-boronic acid